ClC1=CC=C(C=C1)C=1C(=NC=NC1C=1C=NN(C1)[C@H](C)C1=CC(=CC=C1)C(F)(F)F)N |r| (±)-5-(p-Chlorophenyl)-6-(1-{1-[m-(trifluoromethyl)phenyl]ethyl}-1H-pyrazol-4-yl)-4-pyrimidinylamine